cyanomethyl (S)-2-((tert-butoxy carbonyl)amino)-3-(4-(4-cyanooxazol-2-yl)phenyl)propanoate C(C)(C)(C)OC(=O)N[C@H](C(=O)OCC#N)CC1=CC=C(C=C1)C=1OC=C(N1)C#N